3-[(3-trans-methoxy)cyclobutyl]amino-pyridine-2-carboxylic acid COC1(CCC1)NC=1C(=NC=CC1)C(=O)O